ClC=1C(=CC=C2N=CC(=NC12)C=1C=NN(C1)C(C(=O)OC)(C)C)OC=1C=CC2=C(N(C(=N2)C)COCC[Si](C)(C)C)C1 Methyl 2-(4-(8-chloro-7-((2-methyl-1-((2-(trimethylsilyl)ethoxy)methyl)-1H-benzo[d]imidazol-6-yl)oxy)quinoxalin-2-yl)-1H-pyrazol-1-yl)-2-methylpropanoate